FC1(COS(OC1)(=O)=O)F 5,5-difluoro-1,3,2-dioxathiane 2,2-dioxide